6-bromo-1-methyl-1H-imidazo[4,5-b]pyridine BrC=1C=C2C(=NC1)N=CN2C